C(CC1=CC=2OCOC2C=C1)N homopiperonylamine